(1S,3R)-di(tert-butyldimethylsilyloxy)-(20S)-hydroxy-androst-5-ene [Si](C)(C)(C(C)(C)C)OC([C@@]12CCC[C@H]1[C@@H]1CC=C3CCCC[C@]3(C)[C@H]1CC2)(O)O[Si](C)(C)C(C)(C)C